N-Methoxy-N-Methyl-2-(Triphenylphosphoranylidene)Acetamide CON(C(C=P(C1=CC=CC=C1)(C1=CC=CC=C1)C1=CC=CC=C1)=O)C